(R)-5-bromo-3-(2-(2-ethoxy-2-oxoethyl)phenoxy)-2,3-dihydrospiro[indene-1,4'-piperidine]-1'-carboxylic acid methyl ester COC(=O)N1CCC2(CC1)C[C@H](C1=CC(=CC=C12)Br)OC1=C(C=CC=C1)CC(=O)OCC